C(=O)C1(CC1)NC(OCC1=CC=CC=C1)=O Benzyl N-(1-formylcyclopropyl)carbamate